2,6-bis[4-(S)-t-butyl-2-oxazolyl]-pyridine C(C)(C)(C)C=1N=C(OC1)C1=NC(=CC=C1)C=1OC=C(N1)C(C)(C)C